7-((4-aminopiperidin-1-yl)sulfonyl)-2,7-diazepine NC1CCN(CC1)S(=O)(=O)N1C=CC=CN=C1